C1(=CC=CC=C1)S(=O)(=O)C=1NC2=CC=CC=C2C1 Benzenesulfonyl-indole